5-hydroxy-6-(1-(4-((4-(((tetrahydrofuran-3-yl)amino)methyl)phenyl)ethynyl)benzyl)cyclopropyl)pyrimidin-4(3H)-one OC=1C(NC=NC1C1(CC1)CC1=CC=C(C=C1)C#CC1=CC=C(C=C1)CNC1COCC1)=O